(R)-3-chloro-6-((1-(3-cyano-2-(4,4-difluoropiperidin-1-yl)-7-methyl-4-oxo-4H-pyrido[1,2-a]pyrimidin-9-yl)ethyl)amino)-2-fluorobenzoic acid ClC=1C(=C(C(=O)O)C(=CC1)N[C@H](C)C1=CC(=CN2C1=NC(=C(C2=O)C#N)N2CCC(CC2)(F)F)C)F